FCCCCSC=1C(=NN(C1C)CCN)C 2-(4-((4-fluorobutyl)thio)-3,5-dimethyl-1H-pyrazol-1-yl)ethylamine